2-[(4Z)-3-(tert-butoxycarbonyl)-4-{[1-(tert-butoxycarbonyl)-6-chloroindol-3-yl]methylene}-2,5-dioxoimidazol-1-yl]-2-(4-cyanophenyl)ethoxyl-phosphonic acid C(C)(C)(C)OC(=O)N\1C(N(C(/C1=C/C1=CN(C2=CC(=CC=C12)Cl)C(=O)OC(C)(C)C)=O)C(COP(O)(O)=O)C1=CC=C(C=C1)C#N)=O